tert-butyl N-[4-(5-bromo-1-{[2-(trimethylsilyl)ethoxy]methyl}-1H-pyrazolo[3,4-c]pyridin-3-yl)-2-hydroxyphenyl]carbamate BrC=1C=C2C(=CN1)N(N=C2C2=CC(=C(C=C2)NC(OC(C)(C)C)=O)O)COCC[Si](C)(C)C